4,6-dichloro-2-(4-methylsulfonylphenyl)-1H-pyrrolo[3,2-c]pyridine ClC1=NC(=CC2=C1C=C(N2)C2=CC=C(C=C2)S(=O)(=O)C)Cl